1-(7-bromo-1-methyl-2,3-dihydropyrido[2,3-b]pyrazin-4(1H)-yl)ethan-1-one BrC1=CC2=C(N(CCN2C)C(C)=O)N=C1